N-((1-(2-methyl-6-tosylimidazo[4,5-d]pyrrolo[2,3-b]pyridin-1(6H)-yl)piperidin-4-yl)methyl)methanesulfonamide CC1=NC=2C(=C3C(=NC2)N(C=C3)S(=O)(=O)C3=CC=C(C)C=C3)N1N1CCC(CC1)CNS(=O)(=O)C